6-((2-((3S,4S)-3-amino-4-hydroxypiperidin-1-yl)-1H-benzo[d]imidazol-1-yl)methyl)nicotinonitrile N[C@H]1CN(CC[C@@H]1O)C1=NC2=C(N1CC1=NC=C(C#N)C=C1)C=CC=C2